N-[(2,1,3-benzothiadiazol-4-yl)methyl]-1,3-oxazol-2-amine N=1SN=C2C1C=CC=C2CNC=2OC=CN2